ethyl 4-(3-(difluoromethyl)-4-nitro-1H-pyrazol-1-yl)cyclohexanecarboxylate FC(C1=NN(C=C1[N+](=O)[O-])C1CCC(CC1)C(=O)OCC)F